3-[5-(difluoromethyl)-1,3,4-thiadiazol-2-yl]-1-ethyl-N-[3-(fluoromethyl)oxetan-3-yl]-7-(6-methyl-1,2,3,6-tetrahydropyridin-4-yl)-2-oxo-benzimidazole-5-sulfonamide FC(C1=NN=C(S1)N1C(N(C2=C1C=C(C=C2C=2CCNC(C2)C)S(=O)(=O)NC2(COC2)CF)CC)=O)F